NC1=NC=2C=CC(=CC2C2=C1[C@H](OC2)C)C(=O)N2[C@H](COC[C@H]2C2=NC=C(C=C2)OC(F)(F)F)C ((3R)-4-amino-3-methyl-1,3-dihydrofuro[3,4-c]quinolin-8-yl)((3S,5R)-3-methyl-5-(5-(trifluoromethoxy)-2-pyridinyl)-4-morpholinyl)methanone